6-(2-cyclopropyl-7-methoxybenzofuran-4-yl)isobenzofuran-1(3H)-one C1(CC1)C=1OC2=C(C1)C(=CC=C2OC)C2=CC=C1COC(C1=C2)=O